5-((triisopropylsilyl)ethynyl)naphthalen C(C)(C)[Si](C(C)C)(C(C)C)C#CC1=C2C=CC=CC2=CC=C1